[C@@H]12N(C[C@@H](NC1)C2)C=2C=CC=1N=CN=C(C1N2)NC2=CC(=C(C=C2)OC(F)F)Cl 6-((1S,4S)-2,5-Diazabicyclo[2.2.1]heptan-2-yl)-N-(3-chloro-4-(difluoromethoxy)phenyl)pyrido[3,2-d]pyrimidin-4-amine